benzyl 3-azido-3-(4-chlorophenyl)pyrrolidine-1-carboxylate N(=[N+]=[N-])C1(CN(CC1)C(=O)OCC1=CC=CC=C1)C1=CC=C(C=C1)Cl